(3S,5S,7S)-adamantan-1-yl (((2R,3S,4R,5R)-5-(4-aminopyrrolo[2,1-f][1,2,4]triazin-7-yl)-5-cyano-3,4-dihydroxytetrahydrofuran-2-yl) methyl) carbonate C(OC12CC3CC(CC(C1)C3)C2)(OC[C@H]2O[C@@]([C@@H]([C@@H]2O)O)(C#N)C2=CC=C3C(=NC=NN32)N)=O